6-chloroimidazo[1,2-a]pyridine ClC=1C=CC=2N(C1)C=CN2